ClC1=NC(=CC(=C1)C=1C(=NN2C1N=C(C=C2)N[C@@H]2CNCCC2)C=2C=C(C#N)C=CC2)C 3-[3-(2-Chloro-6-methyl-4-pyridyl)-5-[[(3S)-3-piperidyl]amino]pyrazolo[1,5-a]pyrimidin-2-yl]benzonitrile